ClC1=C(C(=O)O)C=CC(=C1)OC1=CC=CC=2CCOC21 2-Chloro-4-((2,3-dihydrobenzofuran-7-yl)oxy)benzoic acid